CC1(OCCC(C1)CN)C (2,2-dimethyltetrahydro-2H-pyran-4-yl)methanamine